N1N=NC(=C1)CNC(=O)[C@H]1N2C3=C(C=CC=C3C1)CC[C@@H](C2=O)NC([C@H](C(C)C)NC(C)=O)=O (2S,5S)-5-((S)-2-Acetylamino-3-methyl-butyrylamino)-4-oxo-1,2,4,5,6,7-hexahydro-azepino[3,2,1-hi]indole-2-carboxylic acid (1H-[1,2,3]triazol-4-ylmethyl)-amide